2-(4-(2-(7-cyano-5-methoxyindolin-1-yl)-2-oxoethyl)phenoxy)pyridine-3-carboxamide C(#N)C=1C=C(C=C2CCN(C12)C(CC1=CC=C(OC2=NC=CC=C2C(=O)N)C=C1)=O)OC